C(=O)O.CN(C[C@@H](C)NC(=O)C1=NC=2CN(CCC2C=C1)C1=CC(=CC2=CC=CC=C12)O)C N-((R)-1-(dimethylamino)propan-2-yl)-7-(3-hydroxynaphthalen-1-yl)-5,6,7,8-tetrahydro-1,7-naphthyridine-2-carboxamide formate